O=C([C@H](CC)NC(=O)C1OCC2(CC2)C1)N[C@@H](C[C@H]1C(NCC1)=O)C(COC(F)(F)F)=O N-((S)-1-oxo-1-(((S)-3-oxo-1-((S)-2-oxopyrrolidin-3-yl)-4-(trifluoromethoxy)butan-2-yl)amino)butan-2-yl)-5-oxaspiro[2.4]heptane-6-carboxamide